(Z)-N'-methyl-N'-phenyl-4-(1,4,4,4-tetrafluoro-3-(3,4,5-trichlorophenyl)but-1-en-1-yl)-2-(trifluoromethyl)benzoyl-hydrazine CN(NC(C1=C(C=C(C=C1)/C(=C/C(C(F)(F)F)C1=CC(=C(C(=C1)Cl)Cl)Cl)/F)C(F)(F)F)=O)C1=CC=CC=C1